hydroxymethyl-3-azabicyclo[3.2.1]octan-6-ol OCC12CNCC(C(C1)O)C2